N-(2-(1-(6-ethoxy-5-methoxypyridin-2-yl)-2-(methylsulfonyl)ethyl)-1,3-dioxoisoindolin-4-yl)-3-methylbutanamide C(C)OC1=C(C=CC(=N1)C(CS(=O)(=O)C)N1C(C2=CC=CC(=C2C1=O)NC(CC(C)C)=O)=O)OC